1-(6-(4-(8-hydroxyoctyl)piperazine-1-yl)-1-methyl-1H-indazol-3-yl)dihydropyrimidine-2,4(1H,3H)-dione OCCCCCCCCN1CCN(CC1)C1=CC=C2C(=NN(C2=C1)C)N1C(NC(CC1)=O)=O